1-(4,4-Difluorocyclohexyl)-3-nitro-1H-pyrazole FC1(CCC(CC1)N1N=C(C=C1)[N+](=O)[O-])F